C1(CC1)C1=C(C=C(C=O)C=C1)CO 4-cyclopropyl-3-(hydroxymethyl)benzaldehyde